CCCCCCCCCCCCC(=O)OC[C@H](COP(=O)(O)OC[C@@H](C(=O)O)N)OC(=O)CCCCCCCCCCC/C=C\C/C=C\CCCCC 1-tridecanoyl-2-(13Z,16Z-docosadienoyl)-glycero-3-phosphoserine